CC1=C(C(=O)F)C(=CC(=C1)C)C 2,4,6-Trimethylbenzoylfluorid